FC(C=1C=C(C=CC1F)C=1C=C2C(=NC1)C=NN2CC=2SC(=NN2)C)F 2-[[6-[3-(Difluoromethyl)-4-fluoro-phenyl]pyrazolo[4,3-b]pyridin-1-yl]methyl]-5-methyl-1,3,4-thiadiazole